ClC1=NC(=NC(=C1)C1=C(C=CC=C1C)C)NS(=O)(=N)C=1C=C(C(=O)N2CCN(CC(C2)O)C(=O)OC(C)(C)C)C=CC1 tert-butyl 4-[3-[[[4-chloro-6-(2,6-dimethylphenyl)pyrimidin-2-yl]amino]sulfonimidoyl]benzoyl]-6-hydroxy-1,4-diazepane-1-carboxylate